CN1N=C(C2=CC=CC(=C12)C)C(C)(C)N 2-(1,7-dimethyl-1H-indazol-3-yl)propan-2-amine